3-(4-(7-(difluoromethyl)-3-methyldibenzo[b,f][1,4]oxazepin-11-yl)piperazin-1-yl)-2,2-dimethylpropionic acid FC(C=1C=CC2=C(OC3=C(C(=N2)N2CCN(CC2)CC(C(=O)O)(C)C)C=CC(=C3)C)C1)F